C1(CC1)CCN(C1=C2CN(C(C2=CC=C1)=O)C1C(NC(CC1)=O)=O)C1CCC(CC1)NC1CC(C1)(F)F 3-(4-((2-cyclopropylethyl)((1r,4r)-4-((3,3-difluoro-cyclobutyl)amino)cyclohexyl)amino)-1-oxoisoindolin-2-yl)piperidine-2,6-dione